CC1=CC(=NC=C1C1=C2C=CNC(C2=CC=C1)=O)C(=O)NC1=CC(=NC=C1)C(F)(F)F 4-methyl-5-(1-oxo-1,2-dihydroisoquinolin-5-yl)-N-(2-(trifluoromethyl)pyridin-4-yl)picolinamide